2-[6-isopropyl-5-(8-methyl-[1,2,4]triazolo[1,5-a]pyridin-6-yl)-4H-thieno[3,2-b]pyrrol-2-yl]cyclopropanecarboxylic acid C(C)(C)C=1C2=C(NC1C=1C=C(C=3N(C1)N=CN3)C)C=C(S2)C2C(C2)C(=O)O